4-(2-pyrrolidin-1-ylethylcarbamoyloxy)octanoic acid N1(CCCC1)CCNC(=O)OC(CCC(=O)O)CCCC